FCC(CN(CCC(C(=O)O)NC(=O)C1COCC2=CC=CC=C12)CCCCC1=NC=2NCCCC2C=C1)OC 4-[[3-fluoro-2-methoxy-propyl]-[4-(5,6,7,8-tetrahydro-1,8-naphthyridin-2-yl)butyl]amino]-2-[[isochromane-4-carbonyl]amino]butanoic acid